FC=1C=C2CCN(CC2=CC1)C1=CC(=C(C(=C1)C)NS(=O)(=O)C1CCCCC1)C N-(4-(6-fluoro-3,4-dihydro-isoquinoline-2(1H)-yl)-2,6-dimethylphenyl)cyclohexanesulfonamide